Butyl-Biguanide C(CCC)NC(=N)NC(=N)N